10,13-Dihydroxynonacosanoic acid OC(CCCCCCCCC(=O)O)CCC(CCCCCCCCCCCCCCCC)O